2,6-dichloro-4-(1-phenylvinyl)pyridine ClC1=NC(=CC(=C1)C(=C)C1=CC=CC=C1)Cl